3-(5-amino-2-((6-methylpyridin-2-yl)methoxy)-8-(3-methylpyridin-4-yl)-[1,2,4]triazolo[1,5-c]pyrimidin-7-yl)benzonitrile NC1=NC(=C(C=2N1N=C(N2)OCC2=NC(=CC=C2)C)C2=C(C=NC=C2)C)C=2C=C(C#N)C=CC2